2-allyl-1,1,1,3,3,3-hexamethyldisilazane C(C=C)N([Si](C)(C)C)[Si](C)(C)C